(R)-1-carbamimidoyl-N-(4-decylphenyl)piperidine-3-carboxamide 2,2,2-trifluoroacetate FC(C(=O)O)(F)F.C(N)(=N)N1C[C@@H](CCC1)C(=O)NC1=CC=C(C=C1)CCCCCCCCCC